C[C@]12CC(C[C@](CC1)(N2)C)N(C=2SC1=C(C=NC(=C1)C=1C=C(C=3N(C1)C=C(N3)C)F)N2)C N-[(1R,3s,5S)-1,5-Dimethyl-8-azabicyclo[3.2.1]octan-3-yl]-6-(8-fluoro-2-methylimidazo[1,2-a]pyridin-6-yl)-N-methyl[1,3]thiazolo[4,5-c]pyridin-2-amin